C(N)(O)=O.COC methyl ether carbamate